(R)-4-((3-(4-cyanopiperazine-1-carbonyl)piperidin-1-yl)sulfonyl)-N,N-diethylbenzenesulfonamide C(#N)N1CCN(CC1)C(=O)[C@H]1CN(CCC1)S(=O)(=O)C1=CC=C(C=C1)S(=O)(=O)N(CC)CC